7-((1H-imidazol-1-yl)methyl)-2-(6-ethyl-8-methoxyquinazolin-4-yl)-5-(1-methyl-3-(trifluoromethyl)-1H-pyrazol-4-yl)-3,4-dihydroisoquinolin-1(2H)-one N1(C=NC=C1)CC1=CC(=C2CCN(C(C2=C1)=O)C1=NC=NC2=C(C=C(C=C12)CC)OC)C=1C(=NN(C1)C)C(F)(F)F